ClC1=CC=C(C=C1)CNC(=O)C=1C(=NC(=CC1SCC)N1CCOCC1)C N-[(4-Chlorophenyl)-methyl]-4-ethylsulfanyl-2-methyl-6-morpholin-4-yl-pyridine-3-carboxylic acid amide